(R)-4-(1-(4-phenyl-1-(4-(trifluoromethyl)benzyl)-1H-indole-7-carboxamido)ethyl)benzoic acid C1(=CC=CC=C1)C1=C2C=CN(C2=C(C=C1)C(=O)N[C@H](C)C1=CC=C(C(=O)O)C=C1)CC1=CC=C(C=C1)C(F)(F)F